6-Amino-3-((1R,3R)-4'-chloro-3-(pyridin-2-yloxy)-1',2'-dihydrospiro[cyclopentane-1,3'-pyrrolo[2,3-b]pyridin]-5'-yl)-2-fluoro-N,N-dimethylbenzamide NC1=CC=C(C(=C1C(=O)N(C)C)F)C=1C(=C2C(=NC1)NC[C@]21C[C@@H](CC1)OC1=NC=CC=C1)Cl